methyl 2-(1-((benzyloxy)methyl)cyclopropyl)acetate C(C1=CC=CC=C1)OCC1(CC1)CC(=O)OC